5-(4-fluoro-1-isopropyl-2-methyl-1H-benzo[d]imidazol-6-yl)-N-(3,3,3-trifluoropropyl)pyrrolo[2,1-f][1,2,4]triazin-2-amine FC1=CC(=CC=2N(C(=NC21)C)C(C)C)C=2C=CN1N=C(N=CC12)NCCC(F)(F)F